BrC1=CC=C(C=C1)C1C(C(CC(C1)OCC)CO)C(=O)O 2-(4-bromophenyl)-4-ethoxy-6-(hydroxymethyl)cyclohexane-1-carboxylic acid